ClC=1C2=C(N=CN1)NC=C2 4-Chloro-7H-pyrrolo[2,3-d]pyrimidin